4-((1-(((1-Aminoisoquinolin-5-yl)amino)methyl)-2-(2-trans-(4-methoxycyclohexyl)acetyl)-2-azabicyclo[2.1.1]hexan-4-yl)methoxy)-1,6-dimethylpyridin-2(1H)-one NC1=NC=CC2=C(C=CC=C12)NCC12N(CC(C1)(C2)COC2=CC(N(C(=C2)C)C)=O)C(CC2CCC(CC2)OC)=O